(9s)-N-(4-Fluorobenzyl)-4-((2-methyl-4-phenylthiazol-5-yl)oxy)pyridin-2-amine FC1=CC=C(CNC2=NC=CC(=C2)OC2=C(N=C(S2)C)C2=CC=CC=C2)C=C1